CC=1C=C(C=C(C1)C)C1=CN=C2C(=N1)N(C=C2)C=2C=CC(=C(C2)C2CN(CC2)C(=O)OC(C)(C)C)C(=O)OC tert-butyl 3-[5-[3-(3,5-dimethylphenyl)pyrrolo[2,3-b]-pyrazin-5-yl]-2-methoxycarbonyl-phenyl]pyrrolidine-1-carboxylate